OCCNC=1C=C(C=C(C1)OC(F)(F)F)NC(=O)NC1=C(C=CC=C1)CO 1-[3-(2-hydroxyethylamino)-5-trifluoromethoxyphenyl]-3-(2-hydroxymethylphenyl)urea